COCC1=NC2=CC(=CC(=C2N=C1)C=1SC=CN1)C 2-(2-(methoxymethyl)-7-methylquinoxalin-5-yl)thiazole